(2S)-2'-cyclopropyl-2-(1-methyl-1H-1,2,3-triazol-4-yl)-4',5'-dihydrospiro[piperidine-4,7'-thieno[2,3-c]pyran]-1-carboxylic acid tert-butyl ester C(C)(C)(C)OC(=O)N1[C@@H](CC2(OCCC3=C2SC(=C3)C3CC3)CC1)C=1N=NN(C1)C